C(C)(C)(C)C=1C=C(C=C(C1O)C(C)(C)C)CCC(=O)OCCSCCOC(CCC1=CC(=C(C(=C1)C(C)(C)C)O)C(C)(C)C)=O thiodiethylene bis[3-(3,5-di-tert.-butyl-4-hydroxy-phenyl) propionate]